NCCN(CC)CC=1C=C(C#N)C=C(C1)F 3-(((2-aminoethyl)(ethyl)amino)methyl)-5-fluorobenzonitrile